C(C)(C)(C)OC(=O)N[C@@H]1C[C@H](CC1)NC1=CC(=NC=2N1N=CC2)C(=O)OCC ethyl 7-[[(1S,3S)-3-(tert-butoxycarbonylamino)cyclopentyl]amino]pyrazolo[1,5-a]pyrimidine-5-carboxylate